C(C)(C)(C)OC(=O)N([C@@H]1CCC=2N(C3=CC=CC=C3C2C1)C(=O)OC(C)(C)C)C1=NC(=NC=2N1N=CC2C(=C)C)C2=CC(=CC=C2)F tert-butyl (3R)-3-[tert-butoxycarbonyl-[2-(3-fluorophenyl)-8-isopropenyl-pyrazolo[1,5-a][1,3,5]triazin-4-yl]amino]-1,2,3,4-tetrahydrocarbazole-9-carboxylate